C(C)O[C@@H]1C[C@@]2(CC[C@H](C1)N2CC2=C1C=CNC1=C(C=C2OC)C)C2=C(C(=O)O)C=CC=C2 ((1S,3S,5R)-3-ethoxy-8-((5-methoxy-7-methyl-1H-indol-4-yl)methyl)-8-azabicyclo[3.2.1]octane-1-yl)benzoic acid